rac-(1R,2S,4R,5S)-5-{5-[cis-3-(trifluoromethoxy)cyclobutyl]-1,3,4-oxadiazol-2-yl}-7-oxabicyclo[2.2.1]heptan-2-amine FC(O[C@H]1C[C@H](C1)C1=NN=C(O1)[C@@H]1[C@H]2C[C@@H]([C@@H](C1)O2)N)(F)F |&1:12,13,15,16|